methyl (2S,4R,5R)-5-(2-amino-6,8-dioxo-7-(prop-2-yn-1-yl)-1,6,7,8-tetrahydro-9H-purin-9-yl)-4-hydroxytetrahydrofuran-2-carboxylate NC=1NC(C=2N(C(N(C2N1)[C@H]1[C@@H](C[C@H](O1)C(=O)OC)O)=O)CC#C)=O